(R)-N-(5-chloro-2,3-dihydro-1H-inden-2-yl)-5-(5-(trifluoromethyl)nicotinamido)-1,2,3-thiadiazole-4-carboxamide ClC=1C=C2C[C@@H](CC2=CC1)NC(=O)C=1N=NSC1NC(C1=CN=CC(=C1)C(F)(F)F)=O